4-(aminomethyl)-6-(3-fluoro-1H-pyrrolo[2,3-b]pyridin-5-yl)phthalazin-1(2H)-one NCC1=NNC(C2=CC=C(C=C12)C=1C=C2C(=NC1)NC=C2F)=O